C(C)O[SiH2]CC(C)[SiH2]OCC 1,2-bis(ethoxysilyl)propane